C(#N)C=1N=CC(=NC1)OCC12CC(C1)(C2)C(=O)OC(C)(C)C tert-Butyl 3-(((5-cyanopyrazin-2-yl)oxy)methyl)bicyclo[1.1.1]pentane-1-carboxylate